7-(2-methoxy-4,6-dimethyl-phenyl)-4-methylsulfonyl-2-[1-methyl-3-piperidyl]-1,8-naphthyridine COC1=C(C(=CC(=C1)C)C)C1=CC=C2C(=CC(=NC2=N1)C1CN(CCC1)C)S(=O)(=O)C